N6-(4-(1-Methyl-1H-indol-3-yl)pyrimidin-2-yl)quinoline-4,6-diamine CN1C=C(C2=CC=CC=C12)C1=NC(=NC=C1)NC=1C=C2C(=CC=NC2=CC1)N